FC1(CN2N=CC(C3=NNC=4C=CC(O[C@@H](CCOC1)C)=CC34)=C2)F (12R)-7,7-difluoro-12-methyl-9,13-dioxa-4,5,18,19-tetraazatetracyclo[12.5.2.12,5.017,20]docosa-1(19),2(22),3,14(21),15,17(20)-hexaene